6-(tert-butylsulfonyl)-7-((3-methoxyoxetan-3-yl)methoxy)imidazo[1,2-a]pyridine C(C)(C)(C)S(=O)(=O)C=1C(=CC=2N(C1)C=CN2)OCC2(COC2)OC